disodium (sulfinooxy)sulfinate S(=O)(O)OS(=O)[O-].[Na+].[Na+].S(=O)(O)OS(=O)[O-]